N1(C=CC=C1)C1=CC=C(CN2CCN(CC2)C2=C(C=C3C(C(=CN(C3=C2)CC)C(=O)[O-])=O)F)C=C1 7-(4-(4-(1H-pyrrol-1-yl) benzyl) piperazin-1-yl)-1-ethyl-6-fluoro-4-oxo-1,4-dihydroquinoline-3-carboxylate